FC(C=1C=C(C=CC1)C=1C=C2C(=NC1)N(C(N2CC=2N=NC=CC2)=O)C)F 6-[3-(difluoromethyl)phenyl]-3-methyl-1-(pyridazin-3-ylmethyl)imidazo[4,5-b]pyridin-2-one